FC=1C=C(C=C(C1)F)C1=CC=C(N=N1)NCC1CC12CCN(CC2)CCC(C)(C)C 6-(3,5-difluorophenyl)-N-[[6-(3,3-dimethylbutyl)-6-azaspiro[2.5]octan-2-yl]methyl]pyridazin-3-amine